CC1=C(N=NC=C1)C=1C=CC(=NC1)C[N+]1=NOC(=C1)[N-]C(NC1=CC(=CC=C1)C(F)(F)F)=O (3-((5-(4-methylpyridazin-3-yl)pyridin-2-yl)methyl)-1,2,3-oxadiazol-3-ium-5-yl)((3-(trifluoromethyl)phenyl)carbamoyl)amide